2-benzylmethyl-2-dimethylamino-1-(4-morpholinophenyl)-1-butanone C(C1=CC=CC=C1)CC(C(=O)C1=CC=C(C=C1)N1CCOCC1)(CC)N(C)C